N-((S or R)-(3-chloro-2,4-difluorophenyl)(3,3-dimethylcyclobutyl)meth-yl)-3-oxopiperazine-1-carboxamide ClC=1C(=C(C=CC1F)[C@@H](NC(=O)N1CC(NCC1)=O)C1CC(C1)(C)C)F |o1:8|